(Z)-1-(3-(3-(3,5-bis(trifluoromethyl)phenyl)-1H-1,2,4-triazol-1-yl)acryloyl)azetidine-3-carboxylic acid FC(C=1C=C(C=C(C1)C(F)(F)F)C1=NN(C=N1)\C=C/C(=O)N1CC(C1)C(=O)O)(F)F